FC(C1=CC=C(C=C1)N1C=2N(CC(C1)CNC(OCCCC)=O)N=CC2)(F)F butyl ((4-(4-(trifluoromethyl)phenyl)-4,5,6,7-tetrahydropyrazolo[1,5-a]pyrimidin-6-yl)methyl)carbamate